C(C)OC(C=NO)=O hydroxyiminoacetic acid ethyl ester